C(C)(C)(C)OC(=O)N1CCC(CC1)C1=NC(=CC=C1)OCC1=C(C=C(C=C1)C(C)=O)C(F)(F)F 4-(6-((4-acetyl-2-(Trifluoromethyl)benzyl)oxy)pyridin-2-yl)piperidine-1-carboxylic acid tert-butyl ester